tert-Butyl 3-(4-methyl-3-nitro-1H-pyrazol-1-yl)azetidine-1-carboxylate CC=1C(=NN(C1)C1CN(C1)C(=O)OC(C)(C)C)[N+](=O)[O-]